tert-butyl N-[3-[5-[[(1R)-1-[3-amino-5-(trifluoromethyl) phenyl] ethyl] carbamoyl]-2-oxo-1-pyridinyl] phenyl]-N-methylcarbamate NC=1C=C(C=C(C1)C(F)(F)F)[C@@H](C)NC(=O)C=1C=CC(N(C1)C=1C=C(C=CC1)N(C(OC(C)(C)C)=O)C)=O